C(CCCC(=O)[O-])(=O)OCCCCCCC(C)C mono-isononyl glutarate